ethyl 4-nitro-5-oxo-3-(((trifluoromethyl) sulfonyl) oxy)-5,6,7,8-tetrahydronaphthalene-2-carboxylate [N+](=O)([O-])C1=C(C(=CC=2CCCC(C12)=O)C(=O)OCC)OS(=O)(=O)C(F)(F)F